OCCNC(CN1CC2=CC(=CC=C2C(C1)C)C(=O)NC=1C=NC=C(C1)C(F)(F)F)=O 2-[2-(2-hydroxyethylamino)-2-oxo-ethyl]-4-methyl-N-[5-(trifluoromethyl)-3-pyridyl]-3,4-dihydro-1H-isoquinoline-7-carboxamide